2-(7-fluoro-5-methoxy-1H-indazol-3-yl)-N,N-dimethylethan-1-amine formate C(=O)O.FC=1C=C(C=C2C(=NNC12)CCN(C)C)OC